FC1CC(C1)(C1=NC=CC=C1F)CNC1=NC=C(C=N1)N1C=C(C=C1)C(=O)N 1-(2-((((1r,3r)-3-Fluoro-1-(3-fluoropyridin-2-yl)cyclobutyl)methyl)amino)pyrimidin-5-yl)-1H-pyrrole-3-carboxamide